C1(CCCC1)NCC1=C(N(C2=CC(=CC=C12)C)CC1=CC=C(C=C1)F)C(=O)O 3-[(cyclopentylamino)methyl]-1-[(4-fluorophenyl)methyl]-6-methyl-1H-indole-2-carboxylic acid